1-[4-amino-8-(trans-4-aminocyclohexyloxy)-5,5-dimethyl-6H-benzo[H]quinazolin-7-yl]pyrrolidin-3-ol NC1=NC=NC=2C3=C(CC(C12)(C)C)C(=C(C=C3)O[C@@H]3CC[C@H](CC3)N)N3CC(CC3)O